C12CCCC(C(C1)C1=CN(C3=CC=CC=C13)S(=O)(=O)C1=CC=C(C=C1)C)N2 3-(8-azabicyclo[3.2.1]octan-6-yl)-1-(4-methylbenzenesulfonyl)-1H-indole